(S)-[6-(5-cyclopropyl-4H-1,2,4-triazol-3-yl)-2-azaspiro[3.3]heptan-2-yl]-[6-[[4-(trifluoromethylsulfonimidoyl)phenyl]methyl]-2-azaspiro[3.3]heptan-2-yl]methanone C1(CC1)C=1NC(=NN1)C1CC2(CN(C2)C(=O)N2CC3(C2)CC(C3)CC3=CC=C(C=C3)[S@@](=O)(=N)C(F)(F)F)C1